C[Si](C)(C)C#CC1=CC=C(OC2=C(N=NN2)C(=O)OCC)C=C1 ethyl 5-(4-((trimethylsilyl)ethynyl)phenoxy)-1H-1,2,3-triazole-4-carboxylate